(±)-6-(dimethylamino)-1-methoxy-9-(naphthalen-1-yl)-10-phenylacridine CN(C=1C=C2N(C=3C=CC=C(C3[C@@H](C2=CC1)C1=CC=CC2=CC=CC=C12)OC)C1=CC=CC=C1)C |r|